(E)-N-(3-(dimethylamino)-2-(7H-pyrrolo[2,3-d]pyrimidin-4-yl)allylidene)-N-methyl-ammonium hexafluoroarsenate F[As-](F)(F)(F)(F)F.CN(C=C(\C=[NH+]\C)C=1C2=C(N=CN1)NC=C2)C